ClC1=C(C(=C2C=NN(C2=C1)C1OCCCC1)B1OC(C(O1)(C)C)(C)C)CCCOC(=O)N[C@]1(CN(CCCC1)C(=O)OC(C)(C)C)C tert-Butyl (3R)-3-(((3-(6-chloro-1-(tetrahydro-2H-pyran-2-yl)-4-(4,4,5,5-tetramethyl-1,3,2-dioxaborolan-2-yl)-1H-indazol-5-yl)propoxy)carbonyl)amino)-3-methylazepane-1-carboxylate